C(CCCCC)[N+](CCCCCC)(CCCCCCCCCCCC)[O-] N,N-dihexyldodecylamine N-oxide